3-(4-(4-aminopiperidin-1-yl)-3-(3,5-difluorophenyl)quinolin-6-yl)-2-hydroxybenzonitrile monomesylate S(C)(=O)(=O)O.NC1CCN(CC1)C1=C(C=NC2=CC=C(C=C12)C=1C(=C(C#N)C=CC1)O)C1=CC(=CC(=C1)F)F